C(#N)CN1C[C@@H]2[C@H](C1)CC(C2)NC2=C1C(=NC=C2C=2SC(=CN2)C2(CC2)C(=O)O)NC=C1 1-(2-(4-(((3aR,5s,6aS)-2-(cyanomethyl)octahydrocyclopenta[c]pyrrol-5-yl)-amino)-1H-pyrrolo[2,3-b]pyridin-5-yl)thiazol-5-yl)cyclopropane-1-carboxylic acid